N-[5-[(6-Cyclopropylpyridin-3-yl)carbamoyl]-4-fluoro-2-methylphenyl]-2-methyl-1,3-thiazole-5-carboxamide C1(CC1)C1=CC=C(C=N1)NC(=O)C=1C(=CC(=C(C1)NC(=O)C1=CN=C(S1)C)C)F